methyl 6-(bromomethyl)-3-ethoxypyridine-2-carboxylate BrCC1=CC=C(C(=N1)C(=O)OC)OCC